NC1=C2C(=NC(=N1)Cl)N(N=C2)CC=2C=C(CCN1C(C=CC(=C1)CO)=O)C=C(C2)Br 1-(3-((4-amino-6-chloro-1H-pyrazolo[3,4-d]pyrimidin-1-yl)methyl)-5-bromophenethyl)-5-(hydroxymethyl)pyridin-2(1H)-one